2-(azetidin-1-yl)-8-bromo-6-methyl-chromen-4-one N1(CCC1)C=1OC2=C(C=C(C=C2C(C1)=O)C)Br